Octadec-11-en-1-ol C(CCCCCCCCCC=CCCCCCC)O